C1(CC1)S(=O)(=O)C1=CC(=NC=C1)CNC(=O)C=1SC(=NN1)C1=NC(=CN=C1)OCC N-[(4-cyclopropanesulfonylpyridin-2-yl)methyl]-5-(6-ethoxypyrazin-2-yl)-1,3,4-thiadiazole-2-carboxamide